(8-(chloromethyl)-4-hydroxy-2-methyl-7,8-dihydro-6H-oxazolo[4,5-e]indol-6-yl)(5-(2-(dimethylamino)ethoxy)-1H-indol-2-yl)methanone ClCC1CN(C2=CC(=C3C(=C12)N=C(O3)C)O)C(=O)C=3NC1=CC=C(C=C1C3)OCCN(C)C